C(=O)(O)C=1C=C(C=C(C1)C(=O)O)B(O)O 3,5-Dicarboxyphenylboronic acid